O=C1NC(CCC1N1NC2=CC(=CC=C2C1=O)C(=O)N[C@@H](C(F)(F)F)C1=CC=CC=C1)=O 2-(2,6-dioxopiperidin-3-yl)-3-oxo-N-((R)-2,2,2-trifluoro-1-phenylethyl)-2,3-dihydro-1H-indazole-6-carboxamide